(Z)-3-methylcyclotetradec-5-enone CC1CC(CCCCCCCC\C=C/C1)=O